(S)-(6-methoxyquinolin-4-yl)((1S,2R,4S,5R)-5-vinylquinuclidin-2-yl)methanol COC1=CC2=C(C=CN=C2C=C1)[C@@H]([C@H]3C[C@@H]4CCN3C[C@@H]4C=C)O